C1(=CC=CC=C1)C1=C(C=C(C=C1C)C)C phenyl-2,4,6-trimethylbenzene